ClC=1C=C(C=CC1F)NC(N(CC1=NNC(=C1)C(F)(F)F)C12CC(C1)(C2)OC)=O 3-(3-Chloro-4-fluorophenyl)-1-(3-methoxybicyclo[1.1.1]pent-1-yl)-1-((5-(trifluoromethyl)-1H-pyrazol-3-yl)methyl)urea